N1(CCC1)C(=O)C=1C=NN(C1)CC(=O)[C@H]1C[C@H]([C@H]2[C@@H]3CC[C@@H]4C[C@](CC[C@@H]4[C@H]3CC[C@]12C)(C)O)C 2-(4-(Azetidine-1-carbonyl)-1H-pyrazol-1-yl)-1-((3R,5R,8R,9R,10S,13S,14S,15R,17S)-3-hydroxy-3,13,15-trimethylhexadecahydro-1H-cyclopenta[a]phenanthren-17-yl)ethan-1-one